CN(C)[Mo](N(C)C)(N(C)C)N(C)C Tetrakis(dimethylamino)molybdenum(IV)